FC1=C(C=CC(=C1)C)C1=NC(=NC2=NC(=CN=C12)C)N1C[C@@H](OCC1)C1=CC(=NC=C1)C 4-(2-fluoro-4-methylphenyl)-7-methyl-2-((2S)-2-(2-methyl-4-pyridinyl)-4-morpholinyl)pteridine